BrC1=CC=C(C=C1)N1C(C2(CCOC2=O)CC1)=O 7-(4-bromophenyl)-2-oxa-7-azaspiro[4.4]nonane-1,6-dione